ICCCCCC(=O)NCCCC[C@H](N)C(=O)O N6-(6-iodohexanoyl)-L-lysine